3,5-dibromo-4-methyl-pyridin-2-amine BrC=1C(=NC=C(C1C)Br)N